ethyl (2RS)-6-fluoro-7-hydroxy-chromane-2-carboxylate FC=1C=C2CC[C@@H](OC2=CC1O)C(=O)OCC |r|